FC1=C(N=CC2=C1N=C(N=C2N2CC1CC(CC(C2)N1)=O)OCC12CCCN2CCC1)C1=CC(=CC2=CC=CC=C12)OCOC 3-(8-fluoro-7-(3-(methoxymethoxy)naphthalen-1-yl)-2-((tetrahydro-1H-pyrrolizin-7a(5H)-yl)methoxy)pyrido[4,3-d]pyrimidin-4-yl)-3,9-diazabicyclo[3.3.1]nonan-7-one